ClC1=NC=C(C(=N1)N1N=CC=C1)C(F)F 2-chloro-5-(difluoromethyl)-4-(pyrazol-1-yl)pyrimidine